tert-butyl N-(tert-butoxycarbonyl)-N-[3-fluoro-4-({5-[(2-fluoro-4-methylphenyl)amino]-4-methylpyridin-3-yl}methyl)pyridin-2-yl]carbamate C(C)(C)(C)OC(=O)N(C(OC(C)(C)C)=O)C1=NC=CC(=C1F)CC=1C=NC=C(C1C)NC1=C(C=C(C=C1)C)F